N-(2-isobutyl-2-azaspiro[3.3]heptan-6-yl)-5-(2-methyl-1-(tetrahydro-2H-pyran-4-yl)-1H-imidazo[4,5-b]pyridin-6-yl)pyrrolo[2,1-f][1,2,4]triazin-2-amine C(C(C)C)N1CC2(C1)CC(C2)NC2=NN1C(C=N2)=C(C=C1)C=1C=C2C(=NC1)N=C(N2C2CCOCC2)C